tert-butyl N-[2-([[(1s,4s)-4-(2-hydroxyphenyl)cyclohexyl]oxy]methyl)pyridin-3-yl]carbamate OC1=C(C=CC=C1)C1CCC(CC1)OCC1=NC=CC=C1NC(OC(C)(C)C)=O